FC=1C=NC(N(C1)C1=CC=C(C=C1)C)N1C(=NC2=C1C=CC=C2)COC 5-fluoro-2-[2-(methoxymethyl)-1H-benzimidazol-1-yl]-N-(4-methylphenyl)pyrimidine